C(C)(C)(C)C1=C(C2=C(C3=CC=CC=C3C(=C2C=C1)C1=CC=C(C=C1)C1=CC=CC=C1)C1=CC=C(C=C1)C1=CC=CC=C1)C(C)(C)C di-tert-butyl-9,10-bis(4-phenylphenyl)anthracene